2-(4-(4,6-diphenyl-1,3,5-triazin-2-yl)-2,3,5,6-tetrakis(9H-pyrido[2,3-b]indol-9-yl)phenyl)benzo[d]oxazole C1(=CC=CC=C1)C1=NC(=NC(=N1)C1=CC=CC=C1)C1=C(C(=C(C(=C1N1C2=C(C3=CC=CC=C13)C=CC=N2)N2C1=C(C3=CC=CC=C23)C=CC=N1)C=1OC2=C(N1)C=CC=C2)N2C1=C(C3=CC=CC=C23)C=CC=N1)N1C2=C(C3=CC=CC=C13)C=CC=N2